3-isopropyl-4-oxo-2-phenyl-3,4-dihydropyrido[3,2-d]pyrimidine-8-carbonitrile C(C)(C)N1C(=NC2=C(C1=O)N=CC=C2C#N)C2=CC=CC=C2